(3S)-3-tert-butyl-N-{2-fluoro-4-methyl-5-[2-(1-methylpyrazol-4-yl)-6-(morpholin-4-yl)pyridin-4-yl]phenyl}pyrrolidine-1-carboxamide C(C)(C)(C)[C@H]1CN(CC1)C(=O)NC1=C(C=C(C(=C1)C1=CC(=NC(=C1)N1CCOCC1)C=1C=NN(C1)C)C)F